ClC=1C(=C(C(=CC1)N1N=NN=C1)C1=CC(N2[C@@H](CC[C@@H]2C1)C=1NC(=C(N1)[2H])C1=C(C(=[N+](C=C1)[O-])C([2H])([2H])O)F)=O)F 4-(2-((3S,8aR)-7-(3-chloro-2-fluoro-6-(1H-tetrazol-1-yl)phenyl)-5-oxo-1,2,3,5,8,8a-hexahydroindolizin-3-yl)-1H-imidazol-5-yl-4-d)-3-fluoro-2-(hydroxymethyl-d2)pyridine 1-oxide